C1(CC1)CN[C@H]1CN(CCC1)C=1C=NC(=CC1)C(C)N1C=NC(=C1)C1=NC(=CN=C1)N1CCCC1 (3R)-N-(cyclopropylmethyl)-1-(6-(1-(4-(6-(pyrrolidin-1-yl)pyrazin-2-yl)-1H-imidazol-1-yl)ethyl)pyridin-3-yl)piperidin-3-amine